1-[(2,5-dichlorophenyl)carbonyl]piperidin ClC1=C(C=C(C=C1)Cl)C(=O)N1CCCCC1